3-((2-((2,3-dihydrobenzo[b][1,4]dioxin-6-yl)amino)-8-fluoroquinazolin-4-yl)amino)propan-1-ol O1C2=C(OCC1)C=C(C=C2)NC2=NC1=C(C=CC=C1C(=N2)NCCCO)F